4-((R)-3-(3-(trifluoromethyl)phenoxy)pyrrolidin-1-yl)tetrahydro-2H-pyran-4-carboxamide hydrochloride Cl.FC(C=1C=C(O[C@H]2CN(CC2)C2(CCOCC2)C(=O)N)C=CC1)(F)F